N-methyl-1-(4-(6-(2-(4-(2-(trifluoromethoxy)phenyl)pyridin-2-yl)acetamido)pyridazin-3-yl)butyl)-1H-1,2,3-triazole-4-carboxamide CNC(=O)C=1N=NN(C1)CCCCC=1N=NC(=CC1)NC(CC1=NC=CC(=C1)C1=C(C=CC=C1)OC(F)(F)F)=O